C(C)(C)NC(=O)C=1SC(=CC1)C=1C(=NC=CC1)OC N-isopropyl-5-(2-methoxypyridin-3-yl)thiophene-2-carboxamide